crotonoylbetaine C/C=C/C(=O)C(C(=O)[O-])[N+](C)(C)C